C(C)(=O)OC[C@@H](C(NC1=CC=C2C=NN(C2=C1)C=1C=C(C=CC1)C)=O)NC(=O)OC(C)C (S)-2-((isopropoxycarbonyl) amino)-3-oxo-3-((1-(m-tolyl)-1H-indazol-6-yl)amino)propyl acetate